N1C=NC=C1CCNC(=O)C1=NC(=CC=C1)C1=CC2=C(C(=CC=C2C=C1)OC)NC(C=C)=O N-[2-(1H-imidazol-5-yl)ethyl]-6-[7-methoxy-8-(prop-2-enamido)naphthalen-2-yl]pyridine-2-carboxamide